FC1=C(C=CC(=C1)N1C[C@](CCC1)(CCC1=CC(=CC=C1)C(F)(F)F)N(C1CN(C1)C)C)S(=O)(=O)NC1=NC=NC=C1 (R)-2-Fluoro-4-(3-(methyl(1-methylazetidin-3-yl)amino)-3-(3-(trifluoromethyl)phenethyl)piperidin-1-yl)-N-(pyrimidin-4-yl)benzenesulfonamide